COCCOC1=C(C2=CC=CC=C2C=C1)CC1=C(C=CC2=CC=CC=C12)OCCN1CCCC1 1-{2-[(1-{[2-(2-methoxyethoxy)naphthalen-1-yl]methyl}naphthalen-2-yl)oxy]ethyl}pyrrolidine